3,3'-dimethyl-4,4'-diamino-biphenyl CC=1C=C(C=CC1N)C1=CC(=C(C=C1)N)C